1-((2-(2-(pyrrolidin-1-yl)ethoxy)naphthalen-1-yl)methyl)naphthalen-2-ol N1(CCCC1)CCOC1=C(C2=CC=CC=C2C=C1)CC1=C(C=CC2=CC=CC=C12)O